(R)-N-(4-([1,2,4]triazolo[1,5-a]pyridin-7-ylmethyl)-3-methylphenyl)-6-(3-methylpiperazin-1-yl)pyrido[3,2-d]pyrimidin-4-amine N=1C=NN2C1C=C(C=C2)CC2=C(C=C(C=C2)NC=2C1=C(N=CN2)C=CC(=N1)N1C[C@H](NCC1)C)C